C(C)(=O)N1CC(OCC1)C(C)NS(=O)(=O)C1=CC=C(C2=CC=CC=C12)NC(C1=C(C=CC=C1)C)=O N-(4-(N-(1-(4-acetylmorpholin-2-yl)ethyl)sulfamoyl)naphthalen-1-yl)-2-methylbenzamide